1-amino-2,6-naphthalenedisulfonic acid NC1=C(C=CC2=CC(=CC=C12)S(=O)(=O)O)S(=O)(=O)O